IC=1C(=NC(=C(C(=O)NC2=NN=NN2C)C1)OCC1=NN=NN1C)C(F)(F)F 5-iodo-N-(1-methyl-1H-tetrazol-5-yl)-2-((1-methyl-1H-tetrazol-5-yl)methoxy)-6-(trifluoromethyl)nicotinamide